N1=CCC2=CC=CC=C12 3H-indol